NC\C=C(\CN1C(=NC2=C1C=C(C=C2C2=CC=C(C=C2)S(=O)(=O)N2CCOCC2)C(=O)OC)C)/F methyl (Z)-1-(4-amino-2-fluorobut-2-en-1-yl)-2-methyl-4-(4-(morpholinosulfonyl)phenyl)-1H-benzo[d]imidazol-6-carboxylate